N-methyl-N-[2-(methylamino)ethyl]cyclopropanamine CN(C1CC1)CCNC